Cl.N[C@H](C(=O)N1[C@@H](C[C@H](C1)O)C(=O)NCC1=CC=C(C=C1)C1=C(N=CS1)C)C(C)(C)C (2S,4R)-1-[(2S)-2-amino-3,3-dimethylbutanoyl]-4-hydroxy-N-[[4-(4-methylthiazol-5-yl)phenyl]methyl]pyrrolidine-2-carboxamide hydrochloride